NC1=CC=CC(=N1)S(=O)(=O)NC(=O)C=1C(=NC(=CC1)C1=CC(=CC(=C1)OCC(C)C)F)OC1C[C@H]2C[C@H]2C1 N-[(6-Amino-2-pyridyl)sulfonyl]-2-[[(1R,5S)-3-bicyclo[3.1.0]hexanyl]oxy]-6-(3-fluoro-5-isobutoxyphenyl)pyridin-3-carboxamid